1-(2-isopropylsulfanylethyl)-4-nitro-indazole C(C)(C)SCCN1N=CC2=C(C=CC=C12)[N+](=O)[O-]